(S)-4-(5-(3-((2-((S)-3-carboxybutanoyl)-4-chloro-6-methoxybenzo[b]thiophen-5-yl)oxy)propoxy)-6-methoxyisoindolin-2-yl)-2-methyl-4-oxobutanoic acid C(=O)(O)[C@H](CC(=O)C1=CC2=C(S1)C=C(C(=C2Cl)OCCCOC=2C=C1CN(CC1=CC2OC)C(C[C@@H](C(=O)O)C)=O)OC)C